(S)-3-((2,4-difluorobenzyl)amino)-6-fluoro-5-(1-(2-fluorophenyl)ethyl)-4H-benzo[e][1,2,4]thiadiazine 1,1-dioxide FC1=C(CNC2=NS(C3=C(N2)C(=C(C=C3)F)[C@@H](C)C3=C(C=CC=C3)F)(=O)=O)C=CC(=C1)F